FC1=CC=C(OC2=C3CC[C@@H](N(C3=CC=C2C=2C=NN(C2)C2CCN(CC2)C)C(=O)OC)C)C=C1 Methyl (S)-5-(4-fluorophenoxy)-2-methyl-6-(1-(1-methylpiperidin-4-yl)-1H-pyrazol-4-yl)-3,4-dihydroquinoline-1(2H)-carboxylate